NC=1N=C(SC1C(C1=CC=CC=C1)=O)N([C@@H](C(=O)N)C)C=1C=NN(C1)C |r| rac-2-[(4-Amino-5-benzoylthiazol-2-yl)-(1-methylpyrazol-4-yl)amino]propanamid